C1(CC1)C1=NC=NC(=C1C1=NN(C2=C1CN(CC2)C2=NC=C(C=C2)C=2N(C=C(N2)C(F)(F)F)C(C)C)C([2H])([2H])[2H])OC 3-(4-cyclopropyl-6-methoxypyrimidin-5-yl)-5-(5-(1-isopropyl-4-(trifluoromethyl)-1H-imidazol-2-yl)pyridin-2-yl)-1-(methyl-d3)-4,5,6,7-tetrahydro-1H-pyrazolo[4,3-c]pyridine